(3R,5S)-3-methyl-5-[2-[[1-methyl-3-[2-(methylamino)-2-oxo-ethoxy]-6-nitro-2-oxo-8-quinolinyl]oxy]ethoxy]piperidine-1-carboxylic acid tert-butyl ester C(C)(C)(C)OC(=O)N1C[C@@H](C[C@@H](C1)OCCOC=1C=C(C=C2C=C(C(N(C12)C)=O)OCC(=O)NC)[N+](=O)[O-])C